3-(5-(5-(2,3-dihydro-1H-inden-4-yl)-6-methoxy-1H-pyrazolo[4,3-b]pyridin-3-yl)pyridin-2-yl)-1'-methyl-[1,3'-bipyrrolidine]-2'-one C1CCC2=C(C=CC=C12)C1=C(C=C2C(=N1)C(=NN2)C=2C=CC(=NC2)C2CN(CC2)C2C(N(CC2)C)=O)OC